N[C@H](CC(=O)O)CC (3S)-3-aminopentanoic acid